FC1=CC=C(C=C1)P(C1=CC=C(C=C1)F)C1=CC=C(C=C1)F tri(4-fluorophenyl)phosphorus